(2-methyl-1-pyridyl)borane CC1N(C=CC=C1)B